5-((5-chloro-6-((3-cyanophenyl)ethynyl)pyridin-2-yl)oxy)-1H-1,2,3-triazole-4-carboxylic acid ClC=1C=CC(=NC1C#CC1=CC(=CC=C1)C#N)OC1=C(N=NN1)C(=O)O